1-Methyl-2-(6-trifluoromethoxy-benzothiazol-2-ylamino)-1H-benzoimidazole-5-carboxylic acid (1-methanesulfonyl-piperidin-4-yl)-amide CS(=O)(=O)N1CCC(CC1)NC(=O)C1=CC2=C(N(C(=N2)NC=2SC3=C(N2)C=CC(=C3)OC(F)(F)F)C)C=C1